BrC=1C(=NN(C1C(=O)OCC)C)C(C)Br ethyl 4-bromo-3-(1-bromoethyl)-1-methyl-1H-pyrazole-5-carboxylate